N1(CCCCC1)CC1=CC(=NC=C1)OCC=CCO 4-[[4-(1-piperidylmethyl)-2-pyridyl]oxy]-2-buten-1-ol